NC=1C=C(C(=O)N)C=CC1 3-Aminobenzamide